1,2-dimercapto-n-propane SCC(C)S